C(C)(C)(C)OC(=O)N1C2CNCC1C2 6-(tert-butyloxycarbonyl)-3,6-diazabicyclo[3.1.1]heptane